3-(2'-hydroxypropoxy)-propane OC(COCCC)C